5-[[4-chloro-5-[[3-[3-(3-hydroxy-2-phenyl-propoxy)-2-methyl-phenyl]-2-methyl-phenyl]methoxy]-2-(5-hydroxy-1,4,5,6-tetrahydropyrimidin-2-yl)phenoxy]methyl]pyridine-3-carbonitrile ClC1=CC(=C(OCC=2C=C(C=NC2)C#N)C=C1OCC1=C(C(=CC=C1)C1=C(C(=CC=C1)OCC(CO)C1=CC=CC=C1)C)C)C=1NCC(CN1)O